OC1=C(C(=NC(=C1C)O)C)C(=O)OCC ethyl 4,6-dihydroxy-2,5-dimethyl-pyridine-3-carboxylate